C(CCC=C)C1=C(C2C(C(C1C2)C(=O)O)C(=O)O)CCCC=C bis(4-pentenyl)bicyclo[2.2.1]hept-5-ene-2,3-dicarboxylic acid